2-(2-(2,2-Difluorobenzo[d][1,3]dioxol-5-yl)-7-azaspiro[3.5]nonane-7-carbonyl)-7-oxa-5-azaspiro[3.4]octan-6-one FC1(OC2=C(O1)C=CC(=C2)C2CC1(C2)CCN(CC1)C(=O)C1CC2(C1)NC(OC2)=O)F